9,10-dimethyl-9,10-dihydroacridine CC1C2=CC=CC=C2N(C=2C=CC=CC12)C